4-((S)-2-((S)-2-aminopropanamido)propanamido)benzyl 11,11-dimethyl-4,9-dioxo-10-oxa-2,3,5,8-tetraazadodecanoate CC(OC(NCCNC(NNC(=O)OCC1=CC=C(C=C1)NC([C@H](C)NC([C@H](C)N)=O)=O)=O)=O)(C)C